(S)-N-(4-(4-amino-2-isopropyl-7-methyl-7H-pyrrolo[2,3-d]pyrimidin-5-yl)-3-methylphenyl)-2-(3-fluorophenyl)-2-hydroxyacetamide NC=1C2=C(N=C(N1)C(C)C)N(C=C2C2=C(C=C(C=C2)NC([C@@H](O)C2=CC(=CC=C2)F)=O)C)C